C1(=CC=CC=C1)[Se][C@H]1C[C@H](N(C1)C(=O)OC(C)(C)C)C(=O)OC(C)(C)C 1,2-di-tert-butyl (2S,4S)-4-(phenylselanyl)pyrrolidine-1,2-dicarboxylate